N-[(1R)-1-(3-Bromo-4-methyl-phenyl)ethyl]-2-methyl-5-(4-methylpiperazin-1-yl)benzamide BrC=1C=C(C=CC1C)[C@@H](C)NC(C1=C(C=CC(=C1)N1CCN(CC1)C)C)=O